(1'-amino-2-[4-carbamoyl-phenyl]ethyl)oxirane NC(CC1=CC=C(C=C1)C(N)=O)C1OC1